1-((3aS,7aR)-1-(7H-Pyrrolo[2,3-d]pyrimidin-4-yl)hexahydro-1H-pyrrolo[2,3-c]pyridin-6(2H)-yl)prop-2-en-1-one N1=CN=C(C2=C1NC=C2)N2CC[C@@H]1[C@@H]2CN(CC1)C(C=C)=O